N-heptanoyl-isoleucine C(CCCCCC)(=O)N[C@@H]([C@@H](C)CC)C(=O)O